8-(1-aminoethyl)-2-(1,3-dimethylindazol-5-yl)-3,6-dimethyl-quinazolin-4-one NC(C)C=1C=C(C=C2C(N(C(=NC12)C=1C=C2C(=NN(C2=CC1)C)C)C)=O)C